FC1=C(C(=C(C(=C1[B-](C1=C(C(=C(C(=C1F)F)F)F)F)(C1=C(C(=C(C(=C1F)F)F)F)F)C1=C(C(=C(C(=C1F)F)F)F)F)F)F)F)F.C(CCCCC)[NH+](CCCCCC)CCC(F)(F)F N,N-dihexyl-3,3,3-trifluoropropylammonium tetrakis(pentafluorophenyl)borate